amino-1,2,4-dithiazol-5-thione NC=1SSC(N1)=S